(aminomethyl)-6'-methyl-[1,1'-biphenyl] NCC1=C(C=CC=C1)C1=CC=CC=C1C